OC1=C(C(=CC(=C1C(=O)NC)CCC)O)C1C(CCC(=C1)C)C(=C)C 2,6-dihydroxy-N,5'-dimethyl-2'-(prop-1-en-2-yl)-4-propyl-1',2',3',4'-tetrahydro-[1,1'-biphenyl]-3-carboxamide